4-amino-2,2-dioxido-1H-2,1,3-benzothiadiazin NC1=NS(NC2=C1C=CC=C2)(=O)=O